Cl.Cl.FC1=C(C=CC(=C1)F)CC1=CC2=C(C=N1)C(CN2C(CN2[C@H](CN[C@@H](C2)C)CN2CCCC2)=O)(C)C 1-{6-[(2,4-Difluorophenyl)methyl]-3,3-dimethyl-1H,2H,3H-pyrrolo[3,2-c]pyridin-1-yl}-2-[(2R,5R)-5-methyl-2-(pyrrolidin-1-ylmethyl)piperazin-1-yl]ethan-1-one dihydrochloride